(endo)-3-(methylsulfonyl)-3-azabicyclo[3.2.1]octan-8-ol CS(=O)(=O)N1CC2CCC(C1)C2O